FC=1C=C(C=CC1N1CCC(CC1)C(F)(F)F)NC1=CC=C2C(N(N(C2=C1)C(=O)OC(C)(C)C)C)=O tert-butyl 6-((3-fluoro-4-(4-(trifluoromethyl) piperidin-1-yl) phenyl) amino)-2-methyl-3-oxo-2,3-dihydro-1H-indazole-1-carboxylate